[I-].[I-].C(C)C1(C(=C(C(=C1C)C)C)C)[Zr+2]C1C(=CC2=C(C=C(C=C12)C)C)C (1-Ethyl-2,3,4,5-tetramethylcyclopentadienyl)(2,4,6-trimethylindenyl)zirconium diiodide